NC=1C=C2C(NC=NC2=CC1)=O 6-amino-4(3H)-quinazolinone